2-fluoro-5-methoxy-4-[(4-(2-methyl-3-oxo-2,3-dihydro-1H-isoindol-4-oxy)-5-trifluoromethyl-pyrimidin-2-yl)amino]-N-(1-methyl-piperidin-4-yl)benzamide FC1=C(C(=O)NC2CCN(CC2)C)C=C(C(=C1)NC1=NC=C(C(=N1)OC=1C=2C(N(CC2C=CC1)C)=O)C(F)(F)F)OC